(E)-1-(2-(3-Cyclopropylmethoxy-4-methoxyphenyl)-2-cyanovinyl)-2,6-dimethylpyridin-4(1H)-one C1(CC1)COC=1C=C(C=CC1OC)\C(=C/N1C(=CC(C=C1C)=O)C)\C#N